ClC1=CC=2C(C=3N=C(N=CC3C2C=C1)OC[C@@H]1N(CCC1)C)=O (R)-7-chloro-2-((1-methylpyrrolidin-2-yl)methoxy)-9H-indeno[2,1-d]Pyrimidin-9-one